4-(4,6-diphenyl-1,3,5-triazin-2-yl)-2,6-bis(9H-pyrido[2,3-b]indol-9-yl)benzonitrile C1(=CC=CC=C1)C1=NC(=NC(=N1)C1=CC=CC=C1)C1=CC(=C(C#N)C(=C1)N1C2=C(C3=CC=CC=C13)C=CC=N2)N2C1=C(C3=CC=CC=C23)C=CC=N1